C(C=C)[Pd-2](=C1N(C=CN1C1=C(C=CC=C1C(C)C)C(C)C)C1=C(C=CC=C1C(C)C)C(C)C)Cl allyl(1,3-bis(2,6-diisopropylphenyl)imidazol-2-ylidene)palladium(II) chloride